FN1C(C(C2=CC=CC=C12)=NN=C1SCC(N1C1=CC(=CC=C1)OC)=O)=O fluoro-3-(2-(3-(3-methoxyphenyl)-4-oxothiazolidin-2-ylidene)hydrazono)-1H-indol-2-one